5-(8-(6,8-Dimethyl-7-oxo-2-(tetrahydro-2H-pyran-4-yl)-7,8-dihydro-1,8-naphthyridin-4-yl)isoquinolin-3-yl)-N-(3-(3-((2,6-dioxopiperidin-3-yl)amino)phenyl)prop-2-yn-1-yl)picolinamide CC1=CC=2C(=CC(=NC2N(C1=O)C)C1CCOCC1)C=1C=CC=C2C=C(N=CC12)C=1C=CC(=NC1)C(=O)NCC#CC1=CC(=CC=C1)NC1C(NC(CC1)=O)=O